O[C@H]1/C=C/CC[C@](CC1)(C(=O)N[C@@H](CC(=O)OCC[Si](C)(C)C)C(=O)OCC[Si](C)(C)C)C Bis(2-(trimethylsilyl) ethyl) ((1r,6r,e)-6-hydroxy-1-methylcyclooct-4-ene-1-carbonyl)-L-aspartate